D(+)-glucose pentaacetate C(C)(=O)O[C@@H](C=O)[C@@H](OC(C)=O)[C@H](OC(C)=O)[C@H](OC(C)=O)COC(C)=O